(Z)-3-(4-(4-(aminomethyl)-1-oxo-1,2-dihydro-phthalazin-6-yl)-1-methyl-1H-pyrazol-5-yl)-2-phenylacrylonitrile NCC1=NNC(C2=CC=C(C=C12)C=1C=NN(C1\C=C(/C#N)\C1=CC=CC=C1)C)=O